C1(CC1)C=1C=NC=NC1 5-cyclopropylpyrimidin